rac-tert-butyl (6,7-dihydro-5H-pyrazolo[5,1-b][1,3]oxazin-6-yl)carbamate N1=CC=C2OC[C@@H](CN21)NC(OC(C)(C)C)=O |r|